C(C)(C)C1=C(C(=CC(=C1)C1=C(C=CC=C1)C)C(C)C)C1=CC(=CC=C1)C1=C(C=C(C=C1C(C)C)C1=C(C=CC=C1)C)C(C)C 2,6-bis[2,6-diisopropyl-4-(2-methylphenyl)phenyl]benzene